CN(C=1C=CC(=C2CN(C(C12)=O)CC(C#N)=C)C1=CC=C2C=NN(C2=C1)C)C 2-{[7-(dimethylamino)-4-(1-methyl-1H-indazol-6-yl)-1-oxo-2,3-dihydro-1H-isoindol-2-yl]methyl}prop-2-enenitrile